CN(C=1N=C(C(=NC1CC)C(=O)N)NC1=CC(=CC=C1)CCNC([C@H](C)N(C(C#CC)=O)C)=O)C (s)-5-(dimethylamino)-6-ethyl-3-((3-(2-(2-(N-methylbut-2-ynamido)propanamido)ethyl)phenyl)amino)pyrazine-2-carboxamide